C(C)OC(C(C1=NC(=NC=C1)SC)N=C(C1=CC=CC=C1)C1=CC=CC=C1)=O 2-((Diphenylmethylene)amino)-2-(2-(methylsulfanyl)pyrimidin-4-yl)acetic acid ethyl ester